ethyl tripropyl orthocarbonate C(OCC)(OCCC)(OCCC)OCCC